C(C)(=O)NC=1N=C2N(N=C(C=C2)C=2C=C(C(=NC2)OC)C(=O)NC([2H])C2=CC(=CC=C2)C(F)(F)F)C1 5-{2-acetamidoimidazo[1,2-b]pyridazin-6-yl}-2-methoxy-N-{[3-(trifluoromethyl)phenyl](deutero)methyl}pyridine-3-carboxamide